6-((4-ethynyl-2-fluorophenoxy)methyl)pyridine C(#C)C1=CC(=C(OCC2=CC=CC=N2)C=C1)F